(1R,2S)-2-(hydroxymethyl)-N-(1-(4-methoxyphenyl)-2-oxo-2-((4-(trimethylsilyl)phenyl)amino)ethyl)cyclopentanecarboxamide OC[C@@H]1[C@@H](CCC1)C(=O)NC(C(NC1=CC=C(C=C1)[Si](C)(C)C)=O)C1=CC=C(C=C1)OC